The molecule is an alpha-amino-acid anion that is the conjugate base of O-succinyl-L-serine having anionic carboxy groups and a protonated amino group; major species at pH 7.3. It is an alpha-amino-acid anion and a dicarboxylic acid anion. It is a conjugate base of an O-succinyl-L-serine. C(CC(=O)OC[C@@H](C(=O)[O-])[NH3+])C(=O)[O-]